OCC1N2CCCC(NCCNCC(NCCC1)C)C2 (hydroxymethyl)-7-methyl-1,6,9,12-tetraazabicyclo[11.3.1]heptadecane